C(C1=CC=CC=C1)C1(CN(CC1)S(=O)(=O)C=1C=NN(C1)CCC)C=1C=C2C=NN(C2=CC1C)C1CCC(N(C1)C)=O 5-(5-(3-benzyl-1-((1-propyl-1H-pyrazol-4-yl)sulfonyl)pyrrolidin-3-yl)-6-methyl-1H-indazol-1-yl)-1-methylpiperidin-2-one